BrC1=CC=C(COC2=C3C(C=C(OC3=CC=C2)C(=O)NN[C@@H]([C@H](C)CC)C(=O)OC)=O)C=C1 methyl (5-((4-bromobenzyl) oxy)-4-oxo-4H-chromen-2-carbonylamino)-L-alloisoleucinate